6-chloro-N-[(2S)-1-methoxyprop-2-yl]-2-(1-methylpyrazol-4-yl)-3-oxopyridazine-4-carboxamide ClC=1C=C(C(N(N1)C=1C=NN(C1)C)=O)C(=O)N[C@H](COC)C